tris(tert-butoxy)indium (III) C(C)(C)(C)O[In](OC(C)(C)C)OC(C)(C)C